5-bromo-N-methyl-N-((tetrahydrofuran-2-yl)methyl)pyridin-2-amine BrC=1C=CC(=NC1)N(CC1OCCC1)C